S(C)(=O)(=O)O.FC1=C(C(=CC=C1)F)C1=NC(=C(N1)C1=CC=C2C(=N1)N(C(=N2)N)CC(C)C)C2=CC=CC=C2 5-[2-(2,6-difluorophenyl)-5-phenyl-3H-imidazol-4-yl]-3-isobutyl-3H-imidazo[4,5-b]pyridin-2-ylamine mesylate